O=C(CCCC)NCCCNC(CCOCCNC(CCCCCCCCCCC(=O)O)=O)=O 5,11,18-trioxo-14-oxa-6,10,17-triazanonacosan-29-oic Acid